tert-butyl (S)-(3-(3-chlorophenyl)-3-(4-isopropylpiperazin-1-yl)propyl)(methyl)-carbamate ClC=1C=C(C=CC1)[C@H](CCN(C(OC(C)(C)C)=O)C)N1CCN(CC1)C(C)C